ClC=1C=CC(=C(C1)C1=CC(=CN=N1)NC1=CC=NC2=CC(=CC=C12)OCC(=O)N1CCN(CC1)C)F 2-[(4-{[6-(5-chloro-2-fluoro-phenyl)pyridazin-4-yl]amino}-quinolin-7-yl)oxy]-1-(4-meth-ylpiperazin-1-yl)ethan-1-one